BrC1=CC=C2C3(CC=4C(=NOC4C2=C1)NS(=O)(=O)[C@@H](C)C1=CC=CC=C1)CC3 |o1:18| Rel-(1S)-N-{8'-bromo-4'H-spiro[cyclopropane-1,5'-naphtho[2,1-d][1,2]oxazol]-3'-yl}-1-phenylethanesulfonamide